[Si].[Cu].[Al].[Cu] copper-aluminum-copper-silicon